3-((2-cyanobenzyl)oxy)benzoic acid C(#N)C1=C(COC=2C=C(C(=O)O)C=CC2)C=CC=C1